S(=O)(=O)(C1=CC=C(C)C=C1)O[C@@H]1C[C@H](N(C1)C(=O)OC(C)(C)C)C(=O)OC (tert-butyl) 2-methyl (2S,4R)-4-(tosyloxy)pyrrolidine-1,2-dicarboxylate